C(C)(C)(C)OC(NC1C(CC(C1)=O)COC=1C(=NN(C1)C1CCC1)C)=O tert-Butyl(2-(((1-cyclobutyl-3-methyl-1H-pyrazol-4-yl)oxy)methyl)-4-oxocyclopentyl)carbamate